5-chloro-N-((1S,2R)-2-(2-fluoronaphthalen-1-yl)-1-(5-oxo-4,5-dihydro-1,3,4-oxadiazol-2-yl)propyl)-4-hydroxychroman-8-sulfonamide ClC1=C2C(CCOC2=C(C=C1)S(=O)(=O)N[C@@H]([C@H](C)C1=C(C=CC2=CC=CC=C12)F)C=1OC(NN1)=O)O